(3R)-3-amino-4-(4-fluorophenyl)-2-hydroxybutyric acid hydrochloride Cl.N[C@@H](C(C(=O)O)O)CC1=CC=C(C=C1)F